ClC=1C=C(C(=O)O)C=CC1OC(F)(F)F.O1N=C(N=C1)C(=O)N 1,2,4-oxadiazole-3-carboxamide 3-chloro-4-trifluoromethoxybenzoate